(benzylamino)piperidin C(C1=CC=CC=C1)NN1CCCCC1